stigmast-4-en-3,6-dione CC[C@H](CC[C@@H](C)[C@H]1CC[C@H]2[C@@H]3CC(C4=CC(CC[C@]4(C)[C@H]3CC[C@]12C)=O)=O)C(C)C